O1COC=2C1=CC=1CN(CC1C2)CC=2OC=C(C(C2)=O)OCC2=CC=C(C=C2)S(=O)(=O)C 2-((5,7-dihydro-6H-[1,3]dioxolo[4,5-f]isoindol-6-yl)methyl)-5-((4-(methylsulfonyl)benzyl)oxy)-4H-pyran-4-one